C=CC=CCCCCCCCC Dodecenen